Phenylmethoxyalanyl-(alaninyl)phosphoryl chloride C1(=CC=CC=C1)CON[C@@H](C)C(=O)P(=O)(C([C@@H](N)C)=O)Cl